N-[(2S)-4-amino-2-hydroxybicyclo[2.2.2]octan-1-yl]-2-(3,4-dichlorophenoxy)acetamide NC12C[C@@H](C(CC1)(CC2)NC(COC2=CC(=C(C=C2)Cl)Cl)=O)O